C(C)(C)(C)C1=C(C(=CC(=C1)C)C(C)(C)C)O 2,6-di-tertiary butyl-4-methylphenol